ethyl (S)-3-amino-3-(3',5-dimethoxybiphenyl-3-yl)propanoate N[C@@H](CC(=O)OCC)C=1C=C(C=C(C1)OC)C1=CC(=CC=C1)OC